4-((3-bromo-5-fluorophenyl)(methyl)amino)-2-hydrazineylquinazoline-7-carbonitrile BrC=1C=C(C=C(C1)F)N(C1=NC(=NC2=CC(=CC=C12)C#N)NN)C